FC1=C(C=CC=C1)CN1N=C(N=C1)C(=O)N[C@H]1CCC=2C(N(C1=O)C)=CN(N2)C 1-[(2-fluorophenyl)methyl]-N-[(6S)-2,4-dimethyl-5-oxo-7,8-dihydro-6H-pyrazolo[4,3-b]azepin-6-yl]-1,2,4-triazole-3-carboxamide